2-(3,4-difluorobenzyl)-N3-(3,4-dichlorophenyl)quinoxaline-2,3-diamine FC=1C=C(CC2(NC3=CC=CC=C3N=C2NC2=CC(=C(C=C2)Cl)Cl)N)C=CC1F